(E)-2-(3-(3,5-difluorophenyl)-2-nitroallyl)-1,3-dioxolane FC=1C=C(C=C(C1)F)/C=C(\CC1OCCO1)/[N+](=O)[O-]